1-((2S,5R)-5-(4-((3-fluoro-5-(1-methyl-1H-imidazol-4-yl)phenyl)amino)-6-(pyrazin-2-yl)pyrimidin-2-yl)-2-methylpiperidin-1-yl)ethan-1-one hydrochloride Cl.FC=1C=C(C=C(C1)C=1N=CN(C1)C)NC1=NC(=NC(=C1)C1=NC=CN=C1)[C@@H]1CC[C@@H](N(C1)C(C)=O)C